(2R,3R)-ethyl-3-(4-methylthiazol-5-yl)-2,3-dihydroxypropanoate C(C)OC([C@@H]([C@@H](O)C1=C(N=CS1)C)O)=O